C(CCCCCCCC)C1=C(C=CC=C1)OP(=O)(OC1=C(C=CC=C1)CCCCCCCCC)OC1=C(C=CC=C1)CCCCCCCCC tris-(nonylphenyl)phosphate